2-[2-(4-Cyanophenyl)-1-[3-(trifluoromethyl)phenyl]ethylidene]-N-[4-(difluoro-methoxy)phenyl]-hydrazinecarboxamide C(#N)C1=CC=C(C=C1)CC(C1=CC(=CC=C1)C(F)(F)F)=NNC(=O)NC1=CC=C(C=C1)OC(F)F